eicosane-9-enoic acid C(CCCCCCCC=CCCCCCCCCCC)(=O)O